C(C1=CC=CC=C1)NC1=NC(=CC=C1)C1=CNC2=NC=CC(=C21)OC2=CC=C1CCNCC1=C2 N-Benzyl-6-(4-((1,2,3,4-tetrahydroisochinolin-7-yl)oxy)-1H-pyrrolo[2,3-b]pyridin-3-yl)pyridin-2-amin